1-(2-bromo-4-chlorophenyl)pyrazole BrC1=C(C=CC(=C1)Cl)N1N=CC=C1